ClC=1C=C(C=C(C1)NS(=O)(=O)C)NC(=O)C=1SC(=C(C1)C1=NC=C(C=N1)N(S(=O)(=O)C)C)C N-(3-chloro-5-(methylsulfonamido)phenyl)-5-methyl-4-(5-(N-methylmethylsulfonamido)pyrimidin-2-yl)thiophene-2-carboxamide